C(C)OC=1C=C(C=CC1OC)[C@@H](CS(=O)(=O)C)N1C(C2=CC(=CC(=C2C1=O)NC(C)=O)CCCCCCCC1CCNCC1)=O (S)-N-(2-(1-(3-ethoxy-4-methoxyphenyl)-2-(methylsulfonyl)ethyl)-1,3-dioxo-6-(7-(piperidin-4-yl)heptyl)isoindolin-4-yl)acetamide